ClC=1C=C(C(=O)NC2=NN(C(=C2)C2=NC3=C(N2)C=CC(=C3)OC)CC3=CC=C(C=C3)OC)C=CC1OCCOC 3-chloro-N-[5-(5-methoxy-1H-benzimidazol-2-yl)-1-[(4-methoxy-phenyl)methyl]pyrazol-3-yl]-4-(2-methoxyethoxy)benzamide